(R)-N-(2-(4-Cyanothiazolidin-3-yl)-2-oxoethyl)-6-(3-morpholinoazetidin-1-yl)quinoline-4-carboxamide C(#N)[C@H]1N(CSC1)C(CNC(=O)C1=CC=NC2=CC=C(C=C12)N1CC(C1)N1CCOCC1)=O